N1C(=CC2=CC=CC=C12)CNC(=O)C1NCCN(C1)C=1C=2C(N=CN1)=NN(C2)C2=CC(=C(C=C2)C)F N-((1H-indol-2-yl)methyl)-4-(2-(3-fluoro-4-methylphenyl)-2H-pyrazolo[3,4-d]pyrimidin-4-yl)piperazine-2-carboxamide